(N,N-dimethylsulfamoyl)-3,4,5,6-tetrafluoro-N-methylbenzamide CN(S(=O)(=O)C1=C(C(=O)NC)C(=C(C(=C1F)F)F)F)C